C1(CC1)C(=O)NC1=CC(=C(N=N1)C(=O)NC([2H])([2H])[2H])NC1=C(C(=NC=C1)C1=NN(N=C1)C)OC 6-cyclopropaneamido-4-{[3-methoxy-2-(2-methyl-2H-1,2,3-triazol-4-yl)pyridin-4-yl]amino}-N-(2H3)methylpyridazine-3-carboxamide